1-(((Tert-butyldiphenylsilyl)oxy)methyl)cyclopropanecarbonitrile [Si](C1=CC=CC=C1)(C1=CC=CC=C1)(C(C)(C)C)OCC1(CC1)C#N